Cl.FC=1C=CC(=C(C(=O)N(C(C)C)C(C)C)C1)OC=1C(=NC=NC1)N1C[C@@H](CC1)CN1CCC2(CC1)CCN(CC2)S(=O)(=O)N2CCNCC2 (S)-5-fluoro-N,N-diisopropyl-2-((4-(3-((9-(piperazin-1-ylsulfonyl)-3,9-diazaspiro[5.5]undec-3-yl)methyl)pyrrolidin-1-yl)pyrimidin-5-yl)oxy)benzamide hydrochloride